CCCCCCC cis-heptane